FC1=C(C=CC(=C1)C1=CC=C(C=C1)CCC)B(O)O 2-fluoro-4-(4-propylphenyl)phenylboronic acid